4-Fluoro-6-(8-fluoro-2-methylimidazo[1,2-a]pyridin-6-yl)-2-(piperidin-4-yl)-1,3-benzothiazol-Hydrochlorid Cl.FC1=CC(=CC2=C1N=C(S2)C2CCNCC2)C=2C=C(C=1N(C2)C=C(N1)C)F